BrC=1C=CC(=NC1)C=1N=NN(N1)C 5-bromo-2-(2-methyl-2H-tetrazol-5-yl)-pyridine